butyl 1,5-dimethyl-3,8-diazabicyclo[3.2.1]octane-8-carboxylate CC12CNCC(CC1)(N2C(=O)OCCCC)C